C(#N)[Rb] cyano-rubidium